4-(2-(2-isobutyryloxy-5-chloro-3-hydroxy-benzylideneamino)-4-methoxy-3-oxobutyl)phenyl isobutyrate C(C(C)C)(=O)OC1=CC=C(C=C1)CC(C(COC)=O)N=CC1=C(C(=CC(=C1)Cl)O)OC(C(C)C)=O